C1=CC=NC(=C1)C2=CC=CC=N2 The molecule is a bipyridine in which the two pyridine moieties are linked by a bond between positions C-2 and C-2'. It has a role as a ligand.